BrC=1C=C2C(=CC(=NC2=CC1)C=1OC(=CC1)C)C(=O)N1CCN(CC1)CC(=O)N (4-(6-bromo-2-(5-methylfuran-2-yl)quinoline-4-carbonyl)piperazin-1-yl)acetamide